8-(2-(4-chloro-3-fluorophenoxy)acetamido)-1,4-dioxaspiro[4.5]decane-8-carboxylic acid methyl ester COC(=O)C1(CCC2(OCCO2)CC1)NC(COC1=CC(=C(C=C1)Cl)F)=O